2-chloro-4-(4-(dibenzo[b,d]thiophene-4-yl)phenyl)-6-phenyl-1,3,5-triazine ClC1=NC(=NC(=N1)C1=CC=C(C=C1)C1=CC=CC2=C1SC1=C2C=CC=C1)C1=CC=CC=C1